FC(C1=NN=C(O1)C1=CC(=C(C=C1F)CN1N=C(N=N1)C=1C=C2C=C(N=CC2=CC1)N)F)F 6-[2-[[4-[5-(difluoromethyl)-1,3,4-oxadiazol-2-yl]-2,5-difluorophenyl]methyl]tetrazol-5-yl]isoquinolin-3-amine